5-(4-((1-(2-(4-(4-chloro-1-(4-hydroxyphenyl)-2-phenylbut-1-en-1-yl)phenoxy)ethyl)piperidin-4-yl)methyl)-3,5-dimethylpiperazin-1-yl)-2-(2,6-dioxopiperidin-3-yl)isoindoline ClCCC(=C(C1=CC=C(C=C1)O)C1=CC=C(OCCN2CCC(CC2)CN2C(CN(CC2C)C=2C=C3CN(CC3=CC2)C2C(NC(CC2)=O)=O)C)C=C1)C1=CC=CC=C1